5-Bromo-2-chloro-7H-pyrrolo[2,3-d]pyrimidine-4-carbonitrile BrC1=CNC=2N=C(N=C(C21)C#N)Cl